ClC=1C=C(C(=NC1)OC)S(=O)(=O)NC1=C(C(=CC=C1)C1=CC2=C(N=C(N=C2)NC2CNC(CC2)=O)N(C1=O)C)F 5-chloro-N-(2-fluoro-3-(8-methyl-7-oxo-2-((6-oxopiperidin-3-yl)amino)-7,8-dihydropyrido[2,3-d]pyrimidin-6-yl)phenyl)-2-methoxypyridine-3-sulfonamide